9-fluoro-1-octylnonyl 8-(2-hydroxyethylamino)octanoate OCCNCCCCCCCC(=O)OC(CCCCCCCCF)CCCCCCCC